6-azido-7-fluoro-2-methyl-10-oxo-4-oxa-1-azatricyclo[7.3.1.05,13]trideca-5(13),6,8,11-tetraene-11-carboxylic acid N(=[N+]=[N-])C=1C=2OCC(N3C=C(C(C(=CC1F)C32)=O)C(=O)O)C